C(CC#CCCCC)OC(CCC(=O)OCCCCCBr)OCCC#CCCCC 5-bromopentyl 4,4-bis(oct-3-yn-1-yloxy)butanoate